[O-]P([O-])(=O)OP(=O)([O-])[O-].[Ca+2].[Ca+2] Calcium pyrophosphat